N'-((3-(cyclopropoxymethyl)-1,2,3,5,6,7-hexahydro-s-indacen-4-yl)carbamoyl)-6,7-dihydro-5H-pyrazolo[5,1-b][1,3]oxazine-3-sulfonimidamide C1(CC1)OCC1CCC2=CC=3CCCC3C(=C12)NC(=O)N=S(=O)(N)C=1C=NN2C1OCCC2